N[C@H]1[C@@H]2N(C[C@H]1CC2)C(=O)C2=CC1=C(N(C(=N1)C1=CC=3C(=NC(=CC3)C3=CC(=C(C=C3)O)Cl)N1CC1CC1)C)C(=C2)OC 4-(2-{5-[(1R,4R,7R)-7-amino-2-azabicyclo[2.2.1]heptane-2-carbonyl]-7-methoxy-1-methyl-1H-1,3-benzodiazol-2-yl}-1-(cyclopropylmethyl)-1H-pyrrolo[2,3-b]pyridin-6-yl)-2-chlorophenol